4-amino-8-(1,3-dimethylpyrazol-4-yl)-1-ethyl-2-oxo-N-propyl-quinoline-3-carboxamide NC1=C(C(N(C2=C(C=CC=C12)C=1C(=NN(C1)C)C)CC)=O)C(=O)NCCC